O=C1NC(CCC1N1C(C2=CC=CC(=C2C1=O)NCCCCCCCCCCC(=O)O)=O)=O 11-((2-(2,6-dioxopiperidin-3-yl)-1,3-dioxoisoindolin-4-yl)amino)undecanoic acid